2-hydroxy-4-decyloxybenzophenone OC1=C(C(=O)C2=CC=CC=C2)C=CC(=C1)OCCCCCCCCCC